oxacyclododecane-2,12-dione O1C(CCCCCCCCCC1=O)=O